[Al].[Cr] chromium-aluminum